3-(tert-butoxycarbonyl)-phenylboronic acid C(C)(C)(C)OC(=O)C=1C=C(C=CC1)B(O)O